disodium creatine hydrogen phosphate P(=O)(O)([O-])[O-].O=C(O)CN(C)C(N)=N.[Na+].[Na+]